4-((2-methoxy-3-(1-methyl-1H-pyrazol-3-yl)phenyl)amino)-2-methyl-6-((5-(piperidin-1-yl)pyridin-2-yl)amino)-1,2-dihydro-3H-pyrazolo[3,4-b]pyridin-3-one COC1=C(C=CC=C1C1=NN(C=C1)C)NC1=C2C(=NC(=C1)NC1=NC=C(C=C1)N1CCCCC1)NN(C2=O)C